3-(1-amino-2-methylpropyl)-1-({3,4-difluoro-2-[(2-fluoro-4-iodophenyl)amino]phenyl}carbonyl)azetidin-3-ol NC(C(C)C)C1(CN(C1)C(=O)C1=C(C(=C(C=C1)F)F)NC1=C(C=C(C=C1)I)F)O